OC1CCC1 (1r,3R)-3-hydroxycyclobutane